C(CCCCCCCCCCCCCCCCC)OC(C(=C)C)=O.CC(C(=O)OCCC[Si](O[Si](C)(C)C)(O[Si](C)(C)C)O[Si](C)(C)C)=C 3-{2,2,6,6-tetramethyl-4-[(trimethylsilyl)oxy]-3,5-dioxa-2,4,6-trisilaheptan-4-yl}propyl 2-methylprop-2-enoate Octadecyl-2-methylprop-2-enoate